7-(((2-(Benzyl(2-(diethylamino)ethyl)amino)ethoxy)carbonyl)oxy)tridecane-1,13-diyl dioleate C(CCCCCCC\C=C/CCCCCCCC)(=O)OCCCCCCC(CCCCCCOC(CCCCCCC\C=C/CCCCCCCC)=O)OC(=O)OCCN(CCN(CC)CC)CC1=CC=CC=C1